NC1CCN(CC1)C1=C(C(=NC=C1C1=CC(=CC(=C1)C)F)N)C1=NC2=C(N1)C=CC=C2C=NOC 4-(4-aminopiperidin-1-yl)-5-(3-fluoro-5-methylphenyl)-3-{4-[(methoxyimino)methyl]-1H-1,3-benzodiazol-2-yl}pyridin-2-amine